C(C)OC(C(N)CC1=C(C=C(C=C1)OC)OC)=O 2-(2,4-Dimethoxybenzyl)glycine ethyl ester